tert-butyl (3R)-3-(4-nitro-1H-pyrazol-1-yl)pyrrolidine-1-carboxylate [N+](=O)([O-])C=1C=NN(C1)[C@H]1CN(CC1)C(=O)OC(C)(C)C